[OH-].C[N+](C1CCCCC1)(C)C trimethylcyclohexylammonium hydroxid